N-(3-(5-(4-chloro-phenyl)-1H-pyrrolo-[2,3-b]pyridine-3-carbonyl)-2,6-di-fluorophenyl)-3,3,3-trifluoropropane-1-sulfonamide ClC1=CC=C(C=C1)C=1C=C2C(=NC1)NC=C2C(=O)C=2C(=C(C(=CC2)F)NS(=O)(=O)CCC(F)(F)F)F